CCCCC/C=C\C/C=C\CCCCCCCCCC(=O)OC[C@H](COP(=O)(O)OC[C@H](CO)O)OC(=O)CCCC/C=C\C/C=C\C/C=C\C/C=C\CC 1-(11Z,14Z-eicosadienoyl)-2-(6Z,9Z,12Z,15Z-octadecatetraenoyl)-glycero-3-phospho-(1'-sn-glycerol)